FC=1C(=C(C=CC1F)C(=O)N1CC(C1)(O)CNCC(CO)O)NC1=C(C=C(C=C1)I)F 3-({[1-({3,4-difluoro-2-[(2-fluoro-4-iodophenyl)amino]phenyl}carbonyl)-3-hydroxyazetidin-3-yl]methyl}amino)propane-1,2-diol